5-methyl-6-(p-tolyl)hex-4-en-2-one CC(=CCC(C)=O)CC1=CC=C(C=C1)C